[Cl-].[Cl-].C1(=CC=CC=C1)C(C1=CC=CC=C1)=[Zr+2](C1=C(C=CC=2C3=CC=C(C=C3CC12)C(C)(C)C)C(C)(C)C)C1(C=C(C=C1)C(C)(C)C)CC diphenylmethylene(1-ethyl-3-tert-butylcyclopentadienyl)(2,7-di-tert-butylfluorenyl)zirconium dichloride